((9-methoxy-3,4-dihydrobenzo[4,5]imidazo[1,2-a]pyrazin-2(1H)-yl)methyl)cyclohexan-1-ol 2-(2-(1-oxo-1,3-dihydroisobenzofuran-5-ylamino)ethoxy)ethyl-methanesulfonate O=C1OCC2=CC(=CC=C12)NCCOCCCS(=O)(=O)OC1(CCCCC1)CN1CC=2N(CC1)C1=C(N2)C(=CC=C1)OC